COC(COC[C@@H](O)COP(=O)(O)OC[C@H](N)C(=O)O)CCCCCCCCCCCCCCCCC 1-(2-methoxy-nonadecanyl)-sn-glycero-3-phosphoserine